FC1C(C1)C(=O)NC=1N=C2N(C=C(N=C2)C2=C3C=NNC3=CC=C2C)C1 2-fluoro-N-(6-(5-methyl-1H-indazol-4-yl)imidazo[1,2-a]Pyrazine-2-Yl)cyclopropanecarboxamide